2-(3-fluorophenyl)-9-(1-(2-iodophenoxy)ethyl)-3,7-dimethyl-4H-pyrido[1,2-a]pyrimidin-4-one FC=1C=C(C=CC1)C=1N=C2N(C(C1C)=O)C=C(C=C2C(C)OC2=C(C=CC=C2)I)C